O=C1C=2N(C(CN1)C(=O)N)N=C1C2CNCC1 10-oxo-1,2,3,4,7,8,9,10-octahydropyrido[4',3':3,4]Pyrazolo[1,5-a]Pyrazine-7-carboxamide